methyl 3-(methoxymethyl)-1-methyl-1H-pyrrolo[2,3-b]pyridine-6-carboxylate COCC1=CN(C2=NC(=CC=C21)C(=O)OC)C